C(C)C(COCC(CO)O)CCCC 3-(2-ethylhexyl-oxy)-1,2-propylene glycol